2,4-Dioxo-N-(4-((4-(4-(trifluoromethyl)piperidin-1-yl)phenyl)amino)benzyl)imidazolidine-1-carboxamide O=C1N(CC(N1)=O)C(=O)NCC1=CC=C(C=C1)NC1=CC=C(C=C1)N1CCC(CC1)C(F)(F)F